CC=1C=CC(=C(C1)O)C=1N=NC(=C2C1N=CC=C2)NC2CN(CCC2)C 5-methyl-2-(5-((1-methylpiperidin-3-yl)amino)pyrido[2,3-d]pyridazin-8-yl)phenol